Cl.CC1(NCCC(C1)C=1SC2=C(N1)C=CC(=C2)C2=CC1=CN(N=C1C=C2)C)C 2-(2,2-Dimethylpiperidin-4-yl)-6-(2-methyl-2H-indazol-5-yl)-1,3-benzothiazol-Hydrochlorid